bicyclo[2.2.1]Heptane-1,4-dicarboxylic acid dimethyl ester COC(=O)C12CCC(CC1)(C2)C(=O)OC